C1=CC(=CC2=C1C=CC(=C2)S(=O)(=O)O)S(=O)(=O)O The molecule is a naphthalenesulfonic acid in which the sulfo groups are attached to positions 2 and 7 of the naphthalene ring. It has a role as an environmental contaminant and a xenobiotic.